C(C)(C)(C)OC(=O)NCCC[C@@H](C(=O)OC)NC(C1=CC=C(C=C1)CCC=1C(=C2C(=NC(=NC2=CC1)N)N)F)=O Methyl (S)-5-((tert-butoxycarbonyl)amino)-2-(4-(2-(2,4-diamino-5-fluoroquinazolin-6-yl)ethyl) benzamido)pentanoate